O1C(CCCC1)OCCCCCCCCCCCOC1=CC=C(C=C1)O 4-((11-((tetrahydro-2H-pyran-2-yl)oxy)undecyl)oxy)phenol